S(=O)(=O)(C1=CC=C(C)C=C1)ON=C1C2=C(OC1C)C=CC1=CC=CC=C12 2-methylnaphtho[2,1-b]furan-1(2H)-one-O-tosyloxime